1-[3-(difluoromethyl)-2-fluorophenyl]ethylamine (S)-(-)-3-cyclohexeneformate [C@H]1(CC=CCC1)C(=O)O.FC(C=1C(=C(C=CC1)C(C)N)F)F